N-(4-(((6-cyclopropylimidazo[1,2-a]pyridin-2-yl)methyl)amino)pyridin-2-yl)cyclopropane-1-carboxamide C1(CC1)C=1C=CC=2N(C1)C=C(N2)CNC2=CC(=NC=C2)NC(=O)C2CC2